CC1(C(N(CC1)C=1C=NC=2CCN(CC2C1)C=1C(=C(C=2N(N1)C(C=CN2)=O)C)C)=O)C 7-(3-(3,3-dimethyl-2-oxopyrrolidin-1-yl)-7,8-dihydro-1,6-naphthyridin-6(5H)-yl)-8,9-dimethyl-4H-pyrimido[1,2-b]pyridazin-4-one